FC12CC(C1)(C2)N2C(C(N(CC2)CC=2N=NN(C2)C2=NC=CC=C2)=O)=O 1-(3-fluorobicyclo[1.1.1]pentan-1-yl)-4-((1-(pyridin-2-yl)-1H-1,2,3-triazol-4-yl)methyl)piperazine-2,3-dione